COC(=O)C=1C=CC(=NC1)CN(S(=O)(=O)CC)C1=CC=C(CN2CCN(CC2)C(=O)OC(C)(C)C)C=C1 tert-butyl 4-(4-(N-((5-(methoxycarbonyl)pyridin-2-yl)methyl)ethylsulfonamido)benzyl)piperazine-1-carboxylate